Methyl 7-isopropylpyrazolo[1,5-a]pyrimidine-3-carboxylate C(C)(C)C1=CC=NC=2N1N=CC2C(=O)OC